1,2,5-trimethyl-3-(4-nitrophenoxy)benzene CC1=C(C(=CC(=C1)C)OC1=CC=C(C=C1)[N+](=O)[O-])C